C(C)(C)(C)OC(=O)NCC1=NNC(C2=CC=C(C=C12)C(=O)O)=O 4-(((Tert-Butoxycarbonyl)amino)methyl)-1-oxo-1,2-dihydro-phthalazine-6-carboxylic acid